C(=C)CCCCCCCCCCCCCC[SiH](OC)OC vinyltetradecyldimethoxysilane